tert-butyl 4-((1-(3-(2,6-dioxopiperidin-3-yl)-1-methyl-1H-indazol-7-yl)piperidin-4-yl)methyl)-1,4-diazepane-1-carboxylate O=C1NC(CCC1C1=NN(C2=C(C=CC=C12)N1CCC(CC1)CN1CCN(CCC1)C(=O)OC(C)(C)C)C)=O